FC1=C(C=CC(=C1)N1C(O[C@H](C1)CO)=O)C=1C=CC(N(C1)C)=O 5-{2-fluoro-4-[(5R)-5-(hydroxymethyl)-2-oxo-1,3-oxazolidin-3-yl]phenyl}-1-methylpyridin-2(1H)-one